N-[3-(4-cyclopropylpyrimidin-2-yl)-4-methylphenyl]-3-methyl-6-azabicyclo[3.1.1]heptane-6-carboxamide C1(CC1)C1=NC(=NC=C1)C=1C=C(C=CC1C)NC(=O)N1C2CC(CC1C2)C